FC=1C=C(CC2=C(OCCN3CCOCC3)C(=CC(=C2)C)C)C=C(C1)F 4-(2-(2-(3,5-difluorobenzyl)-4,6-dimethylphenoxy)ethyl)morpholine